diethylPalladium C(C)[Pd]CC